CC1=CC=C(C=C1)S(=O)(=O)C2=CC=C(C=C2)O 4-Methyl-4'-hydroxydiphenyl sulfone